C1=CC=CC2=NC(=C3C=CC=CC3=C12)C1=CC=CC(=N1)C1=CC=C(C=C1)C1=NC2=C3N=C(C=CC3=CC=C2C=C1)C1=CC=CC=C1 2-(4-(6-(phenanthridin-6-yl)pyridin-2-yl)phenyl)-9-phenyl-1,10-phenanthroline